[Si](C)(C)(C(C)(C)C)OCC1OCC(OC1)CO (5-(((tert-butyldimethylsilyl)oxy)methyl)-1,4-dioxan-2-yl)methanol